imino-2-(2,2-difluoroethyl)-1,2,4-triazine N=C1N(N=CC=N1)CC(F)F